NC=1C2=C(N=CN1)C=NC(=C2)C2=CC=C(S2)CNC2=NC=CC=C2C(=O)NCC2=CC(=C(C=C2)F)F 2-({[5-(4-aminopyrido[3,4-d]pyrimidin-6-yl)thiophen-2-yl]methyl}amino)-N-(3,4-difluorobenzyl)pyridine-3-carboxamide